1-(2,3-Dihydro-1,1,2,3,3,6-hexamethyl-1H-inden-5-yl)ethanone CC1(C(C(C2=CC(=C(C=C12)C)C(C)=O)(C)C)C)C